ClC=1N=C(SC1)C([C@H](C[C@@H]1C(NCC1)=O)NC([C@@H](CC1CCCCC1)NC(=O)C=1NC2=CC=CC(=C2C1)OC)=O)=O N-((R)-1-(((S)-1-(4-chlorothiazol-2-yl)-1-oxo-3-((R)-2-oxopyrrolidin-3-yl)propan-2-yl)amino)-3-cyclohexyl-1-oxopropan-2-yl)-4-methoxy-1H-indole-2-carboxamide